N[C@H]1C2N(CC1CC2)C(=O)C=2C=C(C=1N(C2)N=C(C1C)C1=CC=2C(=NC(=CC2)C2CC2)N1CC1CC1)F ((7R)-7-Amino-2-azabicyclo[2.2.1]heptan-2-yl)(2-(6-cyclopropyl-1-(cyclopropylmethyl)-1H-pyrrolo[2,3-b]pyridin-2-yl)-4-fluoro-3-methylpyrazolo[1,5-a]pyridin-6-yl)methanone